4-((3-chloro-1,4-dioxo-1,4-dihydronaphthalen-2-ylamino)methyl)-N-(1H-indazol-6-yl)benzamide ClC1=C(C(C2=CC=CC=C2C1=O)=O)NCC1=CC=C(C(=O)NC2=CC=C3C=NNC3=C2)C=C1